4-Chloro-N-(2,3-dihydro-1H-inden-2-yl)-6-((2-hydroxy-3-methylphenyl)amino)pyridineamide ClC1=CC(=NC(=C1)NC1=C(C(=CC=C1)C)O)C(=O)NC1CC2=CC=CC=C2C1